4-(benzylthio)-2-(2-methoxyethyl)-1-benzofuran C(C1=CC=CC=C1)SC1=CC=CC2=C1C=C(O2)CCOC